Cl.Cl.CC1=C(CCN)N=CN1 5-methylhistamine dihydrochloride